phosphorodifluoridoite P([O-])(F)F